C(OC1(N(C(N(C(C1([2H])[2H])C[2H])[2H])(N(C)C)[2H])[2H])[2H])([2H])([2H])[2H] 4-(Methoxy-d3)-6-(methyl-d1)-(N,N-dimethylpyrimidin-2-amine-d6)